4-((3-Hydroxycyclopentyl)amino)-N-(4-(4-methylpiperazin-1-yl)phenyl)-2-oxo-1,2-dihydropyridine-3-carboxamide OC1CC(CC1)NC1=C(C(NC=C1)=O)C(=O)NC1=CC=C(C=C1)N1CCN(CC1)C